1-chloro-3-(5-(difluoromethyl)-1,3,4-thiadiazol-2-yl)-N-(1-methylcyclopropyl)-8-(2,6-diazaspiro[3.4]octan-2-yl)imidazo[1,5-a]pyridine-6-sulfonamide formate C(=O)O.ClC=1N=C(N2C1C(=CC(=C2)S(=O)(=O)NC2(CC2)C)N2CC1(C2)CNCC1)C=1SC(=NN1)C(F)F